tert-butyl (1S,4S)-5-[4-[4-(cyclopropylmethoxy)-2,5-difluoro-anilino]pyrido[3,2-d]pyrimidin-6-yl]-2,5-diazabicyclo[2.2.1]heptane-2-carboxylate C1(CC1)COC1=CC(=C(NC=2C3=C(N=CN2)C=CC(=N3)N3[C@@H]2CN([C@H](C3)C2)C(=O)OC(C)(C)C)C=C1F)F